C(#N)C=1C2=C(SC1C(F)(F)P(OCC)(O)=O)C(=CC(=C2)C2=NNC=N2)OCCCS(N)(=O)=O ethyl hydrogen ((3-cyano-7-(3-sulfamoylpropoxy)-5-(1H-1,2,4-triazol-3-yl)benzo[b]thiophen-2-yl)difluoromethyl)phosphonate